C(C)(C)(C)OC(=O)N1CCC(CC1)COC1CCNCC1 4-(4-Piperidinyloxymethyl)piperidine-1-carboxylic acid tert-butyl ester